FC(C=1C(=NC=CN1)C1CC(C1)O)(F)F (1r,3r)-3-(3-(trifluoromethyl)pyrazin-2-yl)cyclobutan-1-ol